monochloro phosphate P(=O)(OCl)([O-])[O-]